{2-[2-(3,4,5,6-tetrahydro-2H-pyran-4-yl)ethyl]-1,3-dioxolan-2-yl}acetic acid O1CCC(CC1)CCC1(OCCO1)CC(=O)O